CN1CCC12CCN(CC2)C2=CC=CC=1N(C=NC12)C(=O)NCC#CC(C)C 4-(1-Methyl-1,7-diazaspiro[3.5]nonan-7-yl)-N-(4-methylpent-2-yn-1-yl)-1H-benzo[d]imidazole-1-carboxamide